1-[5-chloro-2-(4-methylpiperazin-1-yl)pyrimidin-4-yl]-N-(2-{imidazo[1,2-a]pyridin-3-yl}prop-2-yl)-N-methylazetidine-3-carboxamide ClC=1C(=NC(=NC1)N1CCN(CC1)C)N1CC(C1)C(=O)N(C)C(C)(C)C1=CN=C2N1C=CC=C2